N-(2-(2-(2-aminoethoxy)ethoxy)ethyl)-3-((1r,4s)-4-((4-chlorophenyl)sulfonyl)-4-(2,5-difluorophenyl)cyclohexyl)propenamide NCCOCCOCCNC(C=CC1CCC(CC1)(C1=C(C=CC(=C1)F)F)S(=O)(=O)C1=CC=C(C=C1)Cl)=O